FC(C1=CC2=C(N(C=N2)C2=CC=C(C=C2)[NH-])C=C1)(F)F [4-(5-trifluoromethylbenzimidazol-1-yl)phenyl]amid